1-hydroxy-4-(N-(4-(p-tolyloxy)phenyl)sulfamoyl)-2-naphthoic acid OC1=C(C=C(C2=CC=CC=C12)S(NC1=CC=C(C=C1)OC1=CC=C(C=C1)C)(=O)=O)C(=O)O